dibutyl undecanedioate C(CCCCCCCCCC(=O)OCCCC)(=O)OCCCC